(2-(3,6-dimethoxy-9H-carbazole-9-yl)ethyl)phosphoric acid COC=1C=CC=2N(C3=CC=C(C=C3C2C1)OC)CCOP(O)(O)=O